NC1=C(C=C(C(=O)NCCCCN2C(=NC=3C(=NC=4C=CC=CC4C32)N)CCCC)C=C1)F 4-amino-N-(4-(4-amino-2-butyl-1H-imidazo[4,5-c]quinolin-1-yl)butyl)-3-fluorobenzamide